FC1CC(N(C1)C(CC1=NC=CC=C1)=O)C(=O)NC(C1=CC=CC=C1)C1=CC(=C(C=C1)C(C)C)F 4-fluoro-N-{[3-fluoro-4-(propan-2-yl)phenyl](phenyl)methyl}-1-[2-(pyridin-2-yl)acetyl]pyrrolidine-2-carboxamide